2-Bromo-5-(bromomethyl)-N,N-dimethylaniline BrC1=C(N(C)C)C=C(C=C1)CBr